(S)-4-hydroxy-2-pyrrolidinone O[C@H]1CC(NC1)=O